C(C)(=O)N1CCN(CC1)C1=CC=C(C=C1)C1=C(C=2C(=NC=C3C2N(C(N3C)=O)C(C)C)N1)C1=CC=C(C#N)C=C1 4-(7-(4-(4-acetylpiperazin-1-yl)phenyl)-1-isopropyl-3-methyl-2-oxo-1,2,3,6-tetrahydroimidazo[4,5-d]pyrrolo[2,3-b]pyridin-8-yl)benzonitrile